(3s,4r)-4-amino-1-(5-(4-fluoro-2-methoxyphenyl)imidazo[2,1-b][1,3,4]thiadiazol-2-yl)piperidin-3-ol N[C@H]1[C@H](CN(CC1)C1=NN2C(S1)=NC=C2C2=C(C=C(C=C2)F)OC)O